3-(3-chloro-4-fluorophenyl)-5-(2-(3-fluoro-3-methylazetidin-1-yl)-2-oxoethyl)pyrazolo[1,5-a]pyrazin-4(5H)-one ClC=1C=C(C=CC1F)C=1C=NN2C1C(N(C=C2)CC(=O)N2CC(C2)(C)F)=O